(1S,4S)-5-(5-nitropyridin-2-yl)-2,5-diazabicyclo[2.2.1]Heptane-2-carboxylic acid tert-butyl ester C(C)(C)(C)OC(=O)N1[C@@H]2CN([C@H](C1)C2)C2=NC=C(C=C2)[N+](=O)[O-]